CN(C(O)=O)C(C)(C)C (methyl)tert-butyl-carbamic acid